ClC1=CC=C(C=C1)C1=C(C=CC=C1)CN1CCN(CCC1)C(=O)C=1C=C2CN(C(C2=CC1)=O)C1C(NC(CC1)=O)=O 3-(5-(4-((4'-chloro-[1,1'-biphenyl]-2-yl)methyl)-1,4-diazepane-1-carbonyl)-1-oxoisoindolin-2-yl)piperidine-2,6-dione